C(C)C1CCC(CC1)N 4-ethylcyclohexan-1-amine